C(C1=CC=CC=C1)OC1=C(C(=O)O)C=CC(=C1F)Br 2-(benzyloxy)-4-bromo-3-fluorobenzoic acid